2-(cyclohexene-4-yl)-1,2-propanediol C1=CCC(CC1)C(CO)(C)O